ClC=1C(=CC2=C(N(C(N=C2N2[C@H](CN(CC2)C2=C(C(=C(C(=C2F)F)SC)F)F)C)=O)C=2C(=NC=CC2C)C(C)C)N1)F (S)-7-chloro-6-fluoro-1-(2-isopropyl-4-methylpyridin-3-yl)-4-(2-methyl-4-(2,3,5,6-tetrafluoro-4-(methylthio)phenyl)piperazin-1-yl)pyrido[2,3-d]pyrimidin-2(1H)-one